C(C)C1(CCC1)N1CCN(CC1)C1=CC=2C(C=3NC=4C=C(C=CC4C3C(C2C=N1)=O)C(=O)N)(C)C 3-[4-(1-Ethyl-cyclobutyl)-piperazine-1-yl]-5,5-dimethyl-11-oxo-6,11-dihydro-5H-pyrido[4,3-b]carbazole-8-carboxylic acid amide